2-Oxo-2-(quinolin-2-yl)acetic acid ethyl ester C(C)OC(C(C1=NC2=CC=CC=C2C=C1)=O)=O